[Cl-].ClC=1C=C(C=C(C1OC1=CC=C(C=C1)OC)Cl)[N+]#N 3,5-dichloro-4-(4-methoxyphenoxy)benzenediazonium chloride